[O-2].[Zr+4].[Ba+2].[O-2].[O-2] Barium-zirconium oxide